CN(CCN1N=C(C=C1C(=O)O)C(F)(F)F)C 1-(2-(dimethylamino)ethyl)-3-(trifluoromethyl)-1H-pyrazole-5-carboxylic acid